(2s,4r)-4-((3-methyloxetan-3-yl)amino)-2-phenylpiperidine-1-carboxylic acid tert-butyl ester C(C)(C)(C)OC(=O)N1[C@@H](C[C@@H](CC1)NC1(COC1)C)C1=CC=CC=C1